1-(5-fluoro-6-[(5-methyl-1H-pyrazol-3-yl)amino]-2-{[5-hydroxyadamantan-2-yl]amino}pyrimidin-4-yl)piperidin-4-ol FC=1C(=NC(=NC1NC1=NNC(=C1)C)NC1C2CC3CC(CC1C3)(C2)O)N2CCC(CC2)O